6-bromo-7-chloro-2-methylbenzo[d]thiazole BrC1=C(C2=C(N=C(S2)C)C=C1)Cl